FC1(CN(CCO1)C=1C=C(C(=C(C1)N1C(N(C(=C1C)C)CC=1C=NN(C1)CC)=O)F)C(F)(F)F)F 1-[5-(2,2-difluoromorpholin-4-yl)-2-fluoro-3-(trifluoromethyl)phenyl]-3-[(1-ethyl-1H-pyrazol-4-yl)methyl]-4,5-dimethyl-1,3-dihydro-2H-imidazol-2-one